5,12-diethylquinolino[2,3-b]Acridine-7,14(5H,12H)-dione C(C)N1C=2C=C3C(=CC2C(C=2C=CC=CC12)=O)N(C1=CC=CC=C1C3=O)CC